C(C)(C)(C)OC(=O)NS(OC[C@H]1O[C@H]([C@H]([C@@H]1O)F)N1C2=NC=NC(=C2N=C1)NC1=CC(=CC=C1)C#C)(=O)=O ((2R,3R,4S,5R)-5-(6-((3-ethynylphenyl)amino)-9H-purin-9-yl)-4-fluoro-3-hydroxytetrahydrofuran-2-yl)methyl (tert-butoxycarbonyl)sulfamate